C(=O)C1=CC(=C(OCC2=CC=C(C(=O)N(C)C)C=C2)C=C1)O 4-((4-formyl-2-hydroxyphenoxy)methyl)-N,N-dimethyl-benzamide